FC1=C(OCCC=2C(=NN(C2C)C)C(C(C)(C)C)O)C(=CC=C1F)C=1C=CC=2N(C1)C(=CN2)CNC 1-{4-[2-(2,3-difluoro-6-{3-[(methylamino)methyl]imidazo[1,2-a]pyridin-6-yl}phenoxy)ethyl]-1,5-dimethyl-1H-pyrazol-3-yl}-2,2-dimethylpropan-1-ol